C(C)(C)N(CCC1=CNC2=CC=C(C=C12)OC(CCC)=O)C butyric acid 3-(2-(isopropyl (methyl) amino) ethyl)-1H-indol-5-yl ester